(3R)-3-(3-pyridylamino)pyrrolidine-1-carboxylic acid tert-butyl ester C(C)(C)(C)OC(=O)N1C[C@@H](CC1)NC=1C=NC=CC1